COC12CC3(CC(CC(C1)C3)C2)NC2=N\C(\C(N2C)=O)=C/C=2C=C3C=NN(C3=CC2)C (5Z)-2-[(3-Methoxy-1-adamantyl)amino]-3-methyl-5-[(1-methylindazol-5-yl)methylene]imidazol-4-one